ClC=1C(=NN(C1C)C=1C=C(C(=O)NC2=CC3=C(OCO3)C=C2C=O)C=CC1)C(F)(F)F 3-[4-Chloro-5-methyl-3-(trifluoromethyl)pyrazol-1-yl]-N-(6-formyl-1,3-benzodioxol-5-yl)benzamide